8-[(2S,SR)-4-[(4-chlorophenyl)(5-fluoropyridin-2-yl)methyl]-2,5-dimethylpiperazin-1-yl]-5-methyl-6-oxo-5,6-dihydro-1,5-naphthyridine-2-carbonitrile ClC1=CC=C(C=C1)C(N1C[C@@H](N(C[C@@H]1C)C1=CC(N(C=2C=CC(=NC12)C#N)C)=O)C)C1=NC=C(C=C1)F |&1:13|